3-bromophenylboronic acid BrC=1C=C(C=CC1)B(O)O